ClC1=C(C=O)C=C(C=C1Cl)Cl 2,3,5-trichloro-benzaldehyde